(S)-methyl 6-bromo-3-(1-((tert-butoxycarbonyl)amino)-1,3-dihydrospiro[indene-2,4'-piperidine]-1'-yl)pyrazine-2-carboxylate BrC1=CN=C(C(=N1)C(=O)OC)N1CCC2(CC1)[C@@H](C1=CC=CC=C1C2)NC(=O)OC(C)(C)C